tris(2-mercaptopropyl)isocyanuric acid SC(CN1C(N(C(N(C1=O)CC(C)S)=O)CC(C)S)=O)C